C(#N)CC1(CC(C1)NS(=O)(=O)C1=CC=CC=C1)N1CCC2(CC1)C(N(C=1C2=C2C(=NC1)NC(=C2C2=CC=CC=C2)C=2C=NN(C2)C)C)=O N-(3-(cyanomethyl)-3-(6-methyl-2-(1-methyl-1H-pyrazol-4-yl)-7-oxo-1-phenyl-6,7-dihydro-3H-spiro[dipyrrolo[2,3-b:3',2'-d]pyridine-8,4'-piperidin]-1'-yl)cyclobutyl)benzenesulfonamide